2-chloromethyl-3,5-dimethylpyridine chloride [Cl-].ClCC1=NC=C(C=C1C)C